NC1=NC(=NC(=N1)N)CCOC(C=C)=O 2,4-diamino-6-acryloyloxyethyl-s-triazine